Cl.NC1CCC(CC1)CN1C(\C(\C2=CC=C(C=C12)C(=O)O)=C/C=1NC(=CC1C)C)=O (Z)-1-(((1r,4r)-4-aminocyclohexyl)methyl)-3-((3,5-dimethyl-1H-pyrrol-2-yl)methylene)-2-oxoindoline-6-carboxylic acid hydrochloride